CN1[C@@H](CCC1)COC1=NC2C=CC=CC2C=C1CC#N ((S)-1-methylpyrrolidin-2-yl)methoxy-4a,8a-dihydroquinoline-3-acetonitrile